N-(5-((5-chloropyridin-2-yl)methoxy)-1,3,4-thiadiazol-2-yl)-4-(2-(difluoromethoxy)phenyl)-6-(hydroxymethyl)nicotinamide ClC=1C=CC(=NC1)COC1=NN=C(S1)NC(C1=CN=C(C=C1C1=C(C=CC=C1)OC(F)F)CO)=O